6-Oxo-6-[4-(3-oxo-3-phenylprop-1-enyl)phenoxy]-3-[4-(3-oxo-3-phenylprop-1-enyl)phenyl]hexanoic acid O=C(CCC(CC(=O)O)C1=CC=C(C=C1)C=CC(C1=CC=CC=C1)=O)OC1=CC=C(C=C1)C=CC(C1=CC=CC=C1)=O